bicyclo[2.2.2]Octane-2,3-dicarboxylic anhydride C12C3C(C(CC1)CC2)C(=O)OC3=O